methyl 1-(4-pyridinyl)-3-piperidinecarboxylate N1=CC=C(C=C1)N1CC(CCC1)C(=O)OC